N-(6-((5-bromo-2-((5-cyclopropyl-2-methoxy-4-(4-(piperazin-1-yl)piperidin-1-yl)phenyl)amino)pyrimidin-4-yl)amino)quinoxalin-5-yl)methanesulfonamide BrC=1C(=NC(=NC1)NC1=C(C=C(C(=C1)C1CC1)N1CCC(CC1)N1CCNCC1)OC)NC=1C(=C2N=CC=NC2=CC1)NS(=O)(=O)C